methyl 3-(2-fluoro-3-pyridyl)isoxazole-4-carboxylate FC1=NC=CC=C1C1=NOC=C1C(=O)OC